C(C)(=O)NC=1C=C(C=CC1)C1=CC=C(C(=N1)NC1=CC=C(CN2CCN(CC2)C(=O)OCCCC)C=C1)[N+](=O)[O-] Z-Butyl 4-(4-((6-(3-Acetamidophenyl)-3-nitropyridin-2-yl)amino)benzyl)piperazine-1-carboxylate